C12(C(CC3=CC=CC=C13)CCC1=C3C=CNC3=CC=C1)CCC1(CC2)OCCO1 4-[2-(2'',3''-dihydrodispiro[[1,3]dioxolane-2,1'-cyclohexane-4',1''-inden]-2''-yl)ethyl]-1H-indole